8-(2-fluoro-3-(trifluoromethyl)phenyl)-9-(4-((1-(3-fluoropropyl)azetidin-3-yl)methyl)phenyl)-6,7-dihydro-5H-benzo[7]annulene-3-carboxylic acid hydrochloride Cl.FC1=C(C=CC=C1C(F)(F)F)C=1CCCC2=C(C1C1=CC=C(C=C1)CC1CN(C1)CCCF)C=CC(=C2)C(=O)O